ClC1=NC=C(C(=N1)NC1=C(C=C(C=C1)OC(F)F)P(C)(C)=O)Cl (2-((2,5-dichloropyrimidin-4-yl)amino)-5-(difluoromethoxy)phenyl)dimethylphosphine oxide